2,4,6-tris-(dimethylaminomethyl)-phenol CN(C)CC1=C(C(=CC(=C1)CN(C)C)CN(C)C)O